ClC1=CN=C(C2=CC=C(C=C12)NCC1=CC(=NC=C1)OCC1CC=2N(CC1)C=CN2)NC(OC)=O Methyl N-[4-chloro-6-[[2-(5,6,7,8-tetrahydroimidazo[1,2-a]pyridin-7-ylmethoxy)-4-pyridyl]methylamino]-1-isoquinolyl]carbamate